(R)-4-(1-acryloylpiperidin-3-yl)-3-(difluoromethyl)-5-fluoro-2-methyl-1H-indole-7-carboxamide C(C=C)(=O)N1C[C@H](CCC1)C1=C2C(=C(NC2=C(C=C1F)C(=O)N)C)C(F)F